2-phenyl-7-(4,4,5,5-tetramethyl-1,3,2-dioxaborolan-2-yl)-naphtho[2,1-b]Furan C1(=CC=CC=C1)C1=CC2=C(O1)C=CC1=CC(=CC=C12)B1OC(C(O1)(C)C)(C)C